FC1(CCN(CC1)CCOC1=CC=2C=3C=C4C(=C(C3N(C2C=C1)C)C)C=CN=C4)F 9-[2-(4,4-difluoro-1-piperidyl)ethoxy]-5,6-dimethyl-pyrido[4,3-b]carbazole